(3R)-3-{[2-(1-methyl-1H-imidazol-5-yl)[1,2,4]triazolo[1,5-c]quinazolin-5-yl]amino}azepan-2-one CN1C=NC=C1C1=NN2C(=NC=3C=CC=CC3C2=N1)N[C@H]1C(NCCCC1)=O